2-(4-fluorophenyl)-3-(2-methylpyridin-4-yl)-5-(methylsulfonyl)-4,5,6,7-tetrahydropyrazolo[1,5-a]pyrazine FC1=CC=C(C=C1)C1=NN2C(CN(CC2)S(=O)(=O)C)=C1C1=CC(=NC=C1)C